C(C)(C)NC(=O)N1CCC1 N-isopropylazetidine-1-carboxamide